benzyl trans-4-[(tert-butoxycarbonyl)amino]-3-hydroxypiperidine-1-carboxylate C(C)(C)(C)OC(=O)N[C@H]1[C@@H](CN(CC1)C(=O)OCC1=CC=CC=C1)O